N1(CCCC1)CC1=NSC(=N1)NC(=O)C1=CSC(=C1)C1=CC(=CC=C1)OC(F)(F)F N-(3-(pyrrolidin-1-ylmethyl)-1,2,4-thiadiazol-5-yl)-5-(3-(trifluoromethoxy)phenyl)thiophene-3-carboxamide